1-(2,3-dimethylpyrazolo[1,5-a]pyrimidin-5-yl)ethan-1-ol CC1=NN2C(N=C(C=C2)C(C)O)=C1C